1-(2,6-difluoro-4-isopropylphenethyl)-2-(fluoromethyl)piperidine-3,4,5-triol FC1=C(CCN2C(C(C(C(C2)O)O)O)CF)C(=CC(=C1)C(C)C)F